BrCC(CC(=O)NC1=CC=C(C=C1)Cl)=O 4-bromo-N-(4-chlorophenyl)-3-oxobutanamide